2'-(4,5-Dimethyl-1H-imidazol-2-yl)-5-{[(3s)-3-methoxypyrrolidin-1-yl]carbonyl}-3,4'-bipyridin CC=1N=C(NC1C)C1=NC=CC(=C1)C=1C=NC=C(C1)C(=O)N1C[C@H](CC1)OC